2-(4-(4-acetamidopiperidin-1-yl)phenyl)acetic acid C(C)(=O)NC1CCN(CC1)C1=CC=C(C=C1)CC(=O)O